4-((4-(pyrrolidine-1-carbonyl)benzyl)oxy)phenyl sulfurofluoridate S(OC1=CC=C(C=C1)OCC1=CC=C(C=C1)C(=O)N1CCCC1)(=O)(=O)F